tert-butyl 6-(4-aminophenyl)-2,6-diazaspiro[3.3]heptane-2-carboxylate NC1=CC=C(C=C1)N1CC2(CN(C2)C(=O)OC(C)(C)C)C1